(5-fluoro-6-(trifluoromethyl)pyridin-2-yl)(4-(trifluoromethoxy)phenyl)methylamine hydrochloride Cl.FC=1C=CC(=NC1C(F)(F)F)NCC1=CC=C(C=C1)OC(F)(F)F